COCCOC1=CC=C(C=C1)N1CCN(CC1)C(C(C)C)=O 1-(4-(4-(2-methoxyethoxy)phenyl)piperazin-1-yl)-2-methylpropan-1-one